C1(CC1)C#C[C@@]1(NC(NC2=CC(=C(C=C12)F)CN1C(NCC1=O)=O)=O)C(C)(F)F (S)-3-((4-(cyclopropylethynyl)-4-(1,1-difluoroethyl)-6-fluoro-2-oxo-1,2,3,4-tetrahydroquinazolin-7-yl)methyl)imidazolidine-2,4-dione